6-(4-amino-3-chlorophenoxy)-5-fluoro-N,N-di-tert-butoxycarbonylpyrimidin-4-amine NC1=C(C=C(OC2=C(C(=NC=N2)N(C(=O)OC(C)(C)C)C(=O)OC(C)(C)C)F)C=C1)Cl